N-(2-ethylhexyl)-2-(3,4,5-tris-(tert-butylcarbonyloxy)-phenyl)-3,5,7-tris-(tert-butylcarbonyloxy)-quinolin-4-one C(C)C(CN1C(=C(C(C2=C(C=C(C=C12)OC(=O)C(C)(C)C)OC(=O)C(C)(C)C)=O)OC(=O)C(C)(C)C)C1=CC(=C(C(=C1)OC(=O)C(C)(C)C)OC(=O)C(C)(C)C)OC(=O)C(C)(C)C)CCCC